C[Si](O[Si](C)(C)C)(C)C 1,1,1,3,3,3-hexamethyldisiloxane